ClC1=CC=C(C=C1)C1=NN(C(C2=CC=CC=C12)=O)NC(CC1(CCCC1)C1=CC=CC=C1)=O N-[4-(4-chlorophenyl)-1-oxophthalazin-2(1H)-yl]-2-(1-phenylcyclopentyl)acetamide